2-(4-chlorophenyl)-5-nitrothiophene ClC1=CC=C(C=C1)C=1SC(=CC1)[N+](=O)[O-]